1-azaspiro[4.4]non-2-ene-4,6-dione N1C=CC(C12C(CCC2)=O)=O